C(C1=CC=CC=C1)OC1=CC=CC=2C3NC(N(C(OC21)(C3)C)C=3C=C(C(=O)N(CCC2=CC=C(C=C2)C)C)C=CC3)=O 3-(10-(benzyloxy)-2-methyl-4-oxo-5,6-dihydro-2H-2,6-methanobenzo[g][1,3,5]oxadiazocin-3(4H)-yl)-N-methyl-N-(4-methylphenethyl)benzamide